m-bis(bromoethoxy)benzene BrCCOC1=CC(=CC=C1)OCCBr